C[C@H](C[C@H]1C2(C3=CC=CC=C3C1)CCC(CC2)=O)COC2=CC=NC=1CCC[C@H](C21)C (2'R)-2'-[(2R)-2-methyl-3-{[(5R)-5-methyl-5,6,7,8-tetrahydroquinolin-4-yl]oxy}propyl]-2',3'-dihydrospiro[cyclohexane-1,1'-inden]-4-one